BrC1=CC=CC2=C1NC(N2C=2C(=NC(=CC2)OCC2=CC=CC=C2)OCC2=CC=CC=C2)=O 7-bromo-3-(2,6-dibenzyloxy-3-pyridinyl)-1H-benzimidazol-2-one